2-[(R)-2-methylpyrrolidin-2-yl]-1H-benzimidazole-4-carboxamide C[C@]1(NCCC1)C1=NC2=C(N1)C=CC=C2C(=O)N